N-(3-fluorophenyl)-2-[2-methyl-6-(quinolin-3-yl)nicotinoyl]hydrazine-1-carboxamide FC=1C=C(C=CC1)NC(=O)NNC(C1=C(N=C(C=C1)C=1C=NC2=CC=CC=C2C1)C)=O